S1C(=CC=C1)[Pd]C=1SC=CC1 dithienyl-palladium